2,2-bis(4-hydroxyphenyl)pentane Tert-butyl-4-[1-[4-[(1S)-1-[(1-hex-5-enyl-2-oxo-4H-pyrimido[4,5-d][1,3]oxazin-7-yl)amino]ethyl]phenyl]pent-4-enyl]piperazine-1-carboxylate C(C)(C)(C)OC(=O)N1CCN(CC1)C(CCC=C)C1=CC=C(C=C1)[C@H](C)NC=1N=CC2=C(N(C(OC2)=O)CCCCC=C)N1.OC1=CC=C(C=C1)C(C)(CCC)C1=CC=C(C=C1)O